2-(3,9-diazabicyclo[3.3.1]nonan-3-yl)-7-(thiazol-2-yl)-4-(trifluoromethyl)benzo[d]oxazole tert-butyl-N-[1-[3-(2,6-dioxo-3-piperidyl)phenyl]-4-piperidyl]-N-methyl-carbamate C(C)(C)(C)OC(N(C)C1CCN(CC1)C1=CC(=CC=C1)C1C(NC(CC1)=O)=O)=O.C12CN(CC(CCC1)N2)C=2OC1=C(N2)C(=CC=C1C=1SC=CN1)C(F)(F)F